NCCCC(CO)(C)C 5-amino-2,2-dimethyl-pentanol